FC(N1N=NC2=C1C(N(C1=C(N=CC=C21)N)C)C)F 3-(difluoromethyl)-4,5-dimethyl-4,5-dihydro-3H-[1,2,3]triazolo[4,5-c][1,7]naphthyridin-6-amine